C(C)(C)(C)N(C(O)=O)[C@@H](C)C1=NC2=CC=CC(=C2C(N1C1=CC=CC=C1)=O)Cl.C1(=CC=CC=C1)N(C(C1=CC=C(C=C1)C1=NOC(=N1)C(F)(F)F)=O)CC1=CC=C(C=C1)OC N-phenyl-N-(4-methoxybenzyl)-4-(5-(trifluoromethyl)-1,2,4-oxadiazol-3-yl)benzamide tert-butyl-(S)-(1-(5-chloro-4-oxo-3-phenyl-3,4-dihydroquinazolin-2-yl)ethyl)carbamate